4-(3-bromo-4-fluorophenyl)-3-(4-((2-(5-carbonylpyrrolidin-2-yl)ethyl)amino)-1,2,5-oxadiazol-3-yl)-1,2,4-oxadiazol-5(4H)-one BrC=1C=C(C=CC1F)N1C(=NOC1=O)C1=NON=C1NCCC1NC(CC1)=C=O